ethyl 4-(4-{4-[(3,5-difluoropyridin-2-yl)methoxy]-2-methyl-6-oxopyridin-1-yl}-3-methylpyrazol-1-yl)pyrimidine-2-carboxylate FC=1C(=NC=C(C1)F)COC=1C=C(N(C(C1)=O)C=1C(=NN(C1)C1=NC(=NC=C1)C(=O)OCC)C)C